(3R/S)-3-(4-{[(2E,6E)-3,7,11-trimethyldodecane-2,6,10-trien-1-yl]Oxy}phenyl)hex-4-ynoic acid methyl ester COC(C[C@@H](C#CC)C1=CC=C(C=C1)OC\C=C(\CC\C=C(\CCC=C(C)C)/C)/C)=O |r|